ClC=1C(=NC(=NC1)NC1=CC=C(C=C1)S(=O)(=O)NCC(C)OC)N1[C@H](COC2(CCC2)C1)C 4-({5-chloro-4-[(7S)-7-methyl-5-oxa-8-azaspiro[3.5]nonan-8-yl]pyrimidin-2-yl}amino)-N-(2-methoxypropyl)benzenesulfonamide